ClC1=NC(=CC(=C1)C(C1C2COCC12)(F)F)Cl 2,6-Dichloro-4-[difluoro(3-oxabicyclo[3.1.0]hexan-6-yl)methyl]pyridine